(1R,5S,6s)-N-[6-(2-chloro-5-fluoro-phenyl)pyridazin-3-yl]-3-[(3-fluorophenyl)methyl]-3-azabicyclo[3.1.0]hexan-6-amine ClC1=C(C=C(C=C1)F)C1=CC=C(N=N1)NC1[C@@H]2CN(C[C@H]12)CC1=CC(=CC=C1)F